5-(furan-3-yl)-1,3,3,5,7-pentamethyl-octahydrobenzo[c]isoxazole O1C=C(C=C1)C1(CC2C(N(OC2(C)C)C)C(C1)C)C